N1(CCCN(CCCN(CCC1)CC=1C(=C(C=C(C1)C)CNCP(O)(O)=O)O)CC=1C(=C(C=C(C1)C)CNCP(O)(O)=O)O)CC=1C(=C(C=C(C1)C)CNCP(O)(O)=O)O {1,5,9-triazacyclododecane-1,5,9-triyltris[methylene(2-hydroxy-5-methyl-3,1-phenylene)methyleneazanediylmethylene]}tris(phosphonic acid)